[Cl-].S(=O)(=O)(O)C(CC)C1=NC=CN1C 1-sulfopropyl-3-methylimidazole chloride salt